CC1(OC2=C(C1)C=CC=C2C(=O)O)C 2,2-dimethyl-2,3-dihydrobenzofuran-7-carboxylic acid